di(caprylyl) N-lauryl-L-glutamate C(CCCCCCCCCCC)N[C@@H](CCC(=O)OC(CCCCCCC)=O)C(=O)OC(CCCCCCC)=O